C(C1=CC=CC=C1)N1CC2(CCC(C1)N2C(C2=CC=C(C=C2)OC2=CC=C(C=C2)OC(F)(F)F)=O)C(=O)OCC ethyl 3-benzyl-8-(4-(4-(trifluoromethoxy)phenoxy)benzoyl)-3,8-diazabicyclo[3.2.1]octane-1-carboxylate